O1C(=CC=C1)C1=NC2=CC=CC=C2C2=C1N(C=1C=CC=CC12)C1=NC=CC=C1 6-(furan-2-yl)-7-(pyridin-2-yl)-7H-indolo[2,3-c]quinoline